Cl.COC(C(C(CS(=O)(=O)C1=CC2=C(OCO2)C=C1)N)C1=CC=CC=C1)=O 3-amino-4-(benzo[D][1,3]dioxol-5-ylsulfonyl)-2-phenylbutanoic acid methyl ester hydrochloride